COC(C)(C)C1=NC=CC(=C1)C1=NOC(=N1)[C@H](C)N (S)-1-(3-(2-(2-methoxypropan-2-yl)pyridin-4-yl)-1,2,4-oxadiazol-5-yl)ethan-1-amine